CC1=C(C=CC=C1)\C(\C(=O)OC)=N/OC (E)-methyl 2-(2'-methylphenyl)-methoxyiminoacetate